BrC=1C=C(\C=N\C(C(=O)O)C(CC)C)C=C(C1OC(\C=C\C1=CC(=CC=C1)Br)=O)OC 2-((E)-((E)-3-bromo-4-((E)-3-(3-bromophenyl)acryloyloxy)-5-methoxybenzylidene)amino)-3-methylpentanoic acid